C(C)(=O)NC1=C(C(=CC=C1F)[N+](=O)[O-])N1C[C@H](CC1)NC(OC(C)(C)C)=O (S)-tert-Butyl 1-(2-acetamido-3-fluoro-6-nitrophenyl)pyrrolidin-3-ylcarbamate